6-(4-hydroxybenzo[b]thiophen-5-yl)-3-{[(3R,5R)-5-fluoro-1-methylpiperidin-3-yl]amino}-4-methyl-5H,4H-1,2,4-triazine-5-one OC1=C(C=CC=2SC=CC21)C=2C(N(C(=NN2)N[C@H]2CN(C[C@@H](C2)F)C)C)=O